3-[4-[(4,5-dichloroimidazol-1-yl)methyl]phenyl]-5-(trifluoromethyl)-1,2,4-oxadiazole ClC=1N=CN(C1Cl)CC1=CC=C(C=C1)C1=NOC(=N1)C(F)(F)F